3-((2-(6-(1,1-difluoroethyl)pyridin-3-yl)-8-methoxy-2,3-dihydrobenzo[b][1,4]dioxin-6-yl)methyl)-3H-imidazo[4,5-b]pyridine FC(C)(F)C1=CC=C(C=N1)C1COC2=C(O1)C(=CC(=C2)CN2C=NC=1C2=NC=CC1)OC